2-((3-(2-bromo-3-phenylanilino)isothiazolo[4,5-b]pyrazin-6-ylmethylene)amino)-3-hydroxybutyric acid BrC1=C(NC2=NSC=3C2=NC=C(N3)C=NC(C(=O)O)C(C)O)C=CC=C1C1=CC=CC=C1